NC1=NC(=C2N=CN(C2=N1)CC(=O)NC1=NNC(=C1)CO)NC1CC1 2-(2-amino-6-(cyclopropylamino)-9H-purin-9-yl)-N-(5-(hydroxymethyl)-1H-pyrazol-3-yl)acetamide